FC(C=1C=C(C=C(C1)NC1=NC=CC=C1N)NC1=NC=CC=C1N)(F)F N2,N2'-(5-(trifluoromethyl)-1,3-phenylene)bis(pyridine-2,3-diamine)